triamino-triphenylphosphine ruthenium bromide [Ru](Br)(Br)Br.NC1=C(C(=C(C=C1)P(C1=CC=CC=C1)C1=CC=CC=C1)N)N